N-[4-[4-(cyclopropylmethyl)piperazine-1-carbonyl]phenyl]quinoline-8-sulfonamide C1(CC1)CN1CCN(CC1)C(=O)C1=CC=C(C=C1)NS(=O)(=O)C=1C=CC=C2C=CC=NC12